1-Methyl-5-oxo-N-(7-(4-(trifluoromethyl)phenoxy)-2,3-dihydrobenzo-[b][1,4]dioxin-5-yl)pyrrolidine-2-carboxamide CN1C(CCC1=O)C(=O)NC1=CC(=CC=2OCCOC21)OC2=CC=C(C=C2)C(F)(F)F